((R)-2-((tert-butoxycarbonyl)amino)-4-phenylbutyryl)-L-proline C(C)(C)(C)OC(=O)N[C@@H](C(=O)N1[C@@H](CCC1)C(=O)O)CCC1=CC=CC=C1